4-((2'-amino-4'-methyl-[4,5'-bithiazol]-2-yl)amino)benzenesulfonamide NC=1SC(=C(N1)C)C=1N=C(SC1)NC1=CC=C(C=C1)S(=O)(=O)N